Boc-3,4-dimethoxy-L-phenylalanine C(=O)(OC(C)(C)C)N[C@@H](CC1=CC(=C(C=C1)OC)OC)C(=O)O